ClC1=C(C=C2C=C(N=CC2=C1)NC(=O)[C@@H]1CC12CCC(CC2)(F)F)C2CCN(CC2)C2COC2 (R)-N-(7-chloro-6-(1-(oxetan-3-yl)piperidin-4-yl)isoquinolin-3-yl)-6,6-difluorospiro[2.5]octane-1-carboxamide